2-(2-bromo-5-chlorobenzyl)isoindole-1,3-dione BrC1=C(CN2C(C3=CC=CC=C3C2=O)=O)C=C(C=C1)Cl